1-(4-{[2-(3-{[4-methanesulfonyl-2-(2-methoxyethoxy)phenyl]amino}prop-1-yn-1-yl)-1-(2,2,2-trifluoroethyl)-1H-indol-4-yl]amino}piperidin-1-yl)-3-methoxypropan-2-ol CS(=O)(=O)C1=CC(=C(C=C1)NCC#CC=1N(C2=CC=CC(=C2C1)NC1CCN(CC1)CC(COC)O)CC(F)(F)F)OCCOC